CC1=C(OC2=C1C=C(C=C2)OCCCC2=CC=CC=C2)C(=O)O 3-methyl-5-(3-phenylpropyloxy)benzofuran-2-carboxylic acid